(3R)-3-amino-[3-(trifluoromethyl)-5,6,7,8-tetrahydro-1,2,4-triazolo[4,3-a]pyrazin-7-yl]-4-(2,4,5-trifluorophenyl)butan-1-one N[C@@H](CC(=O)N1CC=2N(CC1)C(=NN2)C(F)(F)F)CC2=C(C=C(C(=C2)F)F)F